N-(5-cyclopentyl-1H-pyrazol-3-yl)-8-methoxyquinolin-2-amine C1(CCCC1)C1=CC(=NN1)NC1=NC2=C(C=CC=C2C=C1)OC